(R)-3-(4-bromo-3-chlorophenoxy)-2-hydroxypropionate BrC1=C(C=C(OC[C@H](C(=O)[O-])O)C=C1)Cl